2-ethyl-3,6-dimethyl-4-isopropoxyphenol C(C)C1=C(C(=CC(=C1C)OC(C)C)C)O